Cl.NC(C(=O)N1C[C@H](N(C[C@H]1C)C(=O)NC1=NC(N(C=C1)C1=CC=C(C=C1)CN1CCC(CC1)N)=O)C)(C)C (2R,5R)-4-(2-Amino-2-methylpropanoyl)-N-(1-(4-((4-aminopiperidin-1-yl)methyl)phenyl)-2-oxo-1,2-dihydropyrimidin-4-yl)-2,5-dimethylpiperazine-1-carboxamide hydrochloride salt